2-(DIFLUOROMETHOXY)NAPHTHALENE-5-BORONIC ACID FC(OC1=CC=2C=CC=C(C2C=C1)B(O)O)F